(5R)-1-[3-({5-[(3-fluoroazetidin-1-yl)methyl]pyridin-3-yl}amino)-5,5-dimethyl-5H-chromeno[3,4-d]pyrimidin-8-yl]-5-methylpyrrolidin-2-one FC1CN(C1)CC=1C=C(C=NC1)NC1=NC=C2C(=N1)C(OC=1C=C(C=CC12)N1C(CC[C@H]1C)=O)(C)C